1-((2R,3R)-3-((S)-4-(5-chloro-3-(2-chloro-5-fluorophenyl)pyrazolo[1,5-a]pyridine-2-carbonyl)-2-methylpiperazin-1-yl)-2-methylazetidin-1-yl)prop-2-en-1-one ClC1=CC=2N(C=C1)N=C(C2C2=C(C=CC(=C2)F)Cl)C(=O)N2C[C@@H](N(CC2)[C@H]2[C@H](N(C2)C(C=C)=O)C)C